ClC1=CC=2C(N=C1)=NN(C2OC)[C@@H](C)C2CCC(CC2)C2=NC1=CC=C(C=C1C=C2)F ((1s,4s)-4-((R)-1-(5-chloro-3-methoxy-2H-pyrazolo[3,4-b]pyridin-2-yl)ethyl)cyclohexyl)-6-fluoroquinoline